Racemic-4-(2-(4-fluorophenyl)-7-methyl-4,5,6,7-tetrahydropyrazolo[1,5-a]pyridin-3-yl)-1H-pyrazolo[3,4-b]pyridine FC1=CC=C(C=C1)C1=NN2C(CCC[C@H]2C)=C1C1=C2C(=NC=C1)NN=C2 |r|